ClC1=CC=C(S1)CNC1=CC(=NN1C(C(CO)(C)C)=O)C1CCN(CC1)CC(F)(F)F 1-(5-[(5-chlorothiophen-2-yl)methyl]amino-3-[1-(2,2,2-trifluoroethyl)piperidin-4-yl]-1H-pyrazol-1-yl)-3-hydroxy-2,2-dimethylpropan-1-one